S=C1CC(=O)OCC1 gamma-thionopentanolide